ClC1=C(C#N)C=C(C(=C1)O[C@H]1[C@@H](CCC1)O)[N+](=O)[O-] 2-chloro-4-(((1r,2r)-2-hydroxycyclopentyl)oxy)-5-nitrobenzonitrile